1-methyl-3-(((trifluoromethyl)sulfonyl)oxy)-1H-pyrazole-5-carboxylic acid methyl ester COC(=O)C1=CC(=NN1C)OS(=O)(=O)C(F)(F)F